C1(CCCCC1)NC[SiH2]SC N-cyclohexyl-(aminomethyl)methylthiosilane